O=C1C(C(=NN1C=1SC=C(N1)C1=CC=C(C(=O)O)C=C1)C1=CC=CC=C1)=NNC=1SC=CN1 4-(2-(5-Oxo-3-phenyl-4-(2-(thiazol-2-yl)hydrazono)-4,5-dihydro-1H-pyrazol-1-yl)thiazol-4-yl)benzoic acid